[2-(ethylthio)propyl]-2-propionyl-3-hydroxy-2-cyclohexene C(C)SC(CC1C(=C(CCC1)O)C(CC)=O)C